Sodium butanedioic acid C(CCC(=O)O)(=O)O.[Na]